FC1=C(C=NN1COCC[Si](C)(C)C)C(CN(S(=O)(=O)C1=CC=C(C=C1)C)C[C@@H](C)O)=O N-[2-[5-fluoro-1-(2-trimethylsilylethoxymethyl)pyrazol-4-yl]-2-oxo-ethyl]-N-[(2R)-2-hydroxypropyl]-4-methyl-benzenesulfonamide